CC=1C(=C(C(=O)NC(CO)C2=CC(=CC=C2)Cl)C=CC1Br)N methyl-2-amino-4-bromo-N-(1-(3-chlorophenyl)-2-hydroxyethyl)benzamide